6-(2-chloro-4-fluoro-5-methoxy-phenyl)-3-(4-isoquinolinyl)-1-[(3,4,5-trifluorophenyl)methyl]thieno[3,2-d]pyrimidine-2,4-dione ClC1=C(C=C(C(=C1)F)OC)C1=CC=2N(C(N(C(C2S1)=O)C1=CN=CC2=CC=CC=C12)=O)CC1=CC(=C(C(=C1)F)F)F